BrC=1N=C2N(CCCC2)C1Br 2,3-dibromo-5,6,7,8-Tetrahydroimidazo[1,2-a]pyridine